1,1,6,6-tetrakis(mercaptomethylthio)-3,4-dithiahexane SCSC(CSSCC(SCS)SCS)SCS